(2E)-2-methoxyimino-N-methyl-2-[2-[[(E)-(1-methyl-3-phenyl-prop-2-ynylidene)amino]oxymethyl]phenyl]acetamide CO\N=C(\C(=O)NC)/C1=C(C=CC=C1)CO/N=C(/C#CC1=CC=CC=C1)\C